CN(CCN1N=CC(=C1)NC1=NC=C(C=N1)CN1CCC2=CC=C(C=C12)C(=O)NC1=CC(=CC(=C1)C(F)(F)F)CN1CCN(CC1)C)C 1-((2-((1-(2-(dimethylamino)ethyl)-1H-pyrazol-4-yl)amino)pyrimidin-5-yl)methyl)-N-(3-((4-methylpiperazin-1-yl)methyl)-5-(trifluoromethyl)phenyl)indoline-6-carboxamide